N-(1'-(6-(1,1-difluoroethyl)-4-((1r,3r)-3-methoxycyclobutoxy)pyridin-2-yl)-1',2'-dihydrospiro[cyclopropan-1,3'-pyrrolo[3,2-c]pyridin]-6'-yl)acetamide FC(C)(F)C1=CC(=CC(=N1)N1CC2(C=3C=NC(=CC31)NC(C)=O)CC2)OC2CC(C2)OC